C(C)N1CCN(CC1)CC=1C=C(C=2C(C3=C(C=CC=C3C(C2C1)(C)C)O)=O)O 3-[(4-ethylpiperazin-1-yl)methyl]-1,8-dihydroxy-10,10-dimethylanthracen-9(10H)-one